ethyl 2-(5-bromo-1H-indol-3-yl)acetate BrC=1C=C2C(=CNC2=CC1)CC(=O)OCC